N-(4-methoxybenzyl)-5-phenyl-7H-pyrrolo[2,3-d]pyrimidin-4-amine COC1=CC=C(CNC=2C3=C(N=CN2)NC=C3C3=CC=CC=C3)C=C1